FC1=CC=CC(=C1C=N[C@@H](CCCN\C(\N)=N\[H])C(=O)O)O (E)-N2-[(6-fluoro-2-hydroxyphenyl)methylidene]-L-arginine